4-([3-[3-(4-chlorophenyl)-4-phenyl-4,5-dihydropyrazol-1-yl]-4-methyl-5-oxo-1,2,4-triazol-1-yl]methyl)benzoic acid ClC1=CC=C(C=C1)C1=NN(CC1C1=CC=CC=C1)C1=NN(C(N1C)=O)CC1=CC=C(C(=O)O)C=C1